ethyl 2-[(4-fluoropyridin-2-yl)methyl]-8-methyl-4,5-dihydro-2H-furo[2,3-g]indazole-7-carboxylate Ethyl-8-methyl-4,5-dihydro-1H-furo[2,3-g]indazole-7-carboxylate C(C)OC(=O)C1=C(C2=C(CCC=3C=NNC23)O1)C.FC1=CC(=NC=C1)CN1N=C2C3=C(CCC2=C1)OC(=C3C)C(=O)OCC